COC1=C(CN(S(=O)(=O)C2=C(C=C(C=C2)N2CC(CCC2)(N2CCCCC2)CCC2=CC(=CC=C2)C(F)(F)F)F)C2=NC=NC=C2)C=CC(=C1)OC N-(2,4-Dimethoxybenzyl)-2-fluoro-N-(pyrimidin-4-yl)-4-(3'-(3-(trifluoromethyl)phenethyl)-[1,3'-bipiperidin]-1'-yl)benzenesulfonamide